C1(=CC=CC=C1)OC(NC(=O)C1=NC=C(C=C1)Cl)=O.ClC=1C=CC(=NC1)C(=O)NC(=O)NNC1=C(C=C(C=C1)F)F 5-Chloro-N-{[2-(2,4-difluorophenyl)hydrazino]carbonyl}pyridine-2-carboxamide Phenyl-[(5-chloropyridin-2-yl)carbonyl]carbamate